[Na].CN1N=CC(=C1C)N(S(=O)(=O)NC(=O)NC1=C2CCCC2=CC=2CCCC12)C1CCN(CC1)C 1-[(1,5-dimethyl-1H-pyrazol-4-yl)(1-methylpiperidin-4-yl)sulfamoyl]-3-(1,2,3,5,6,7-hexahydro-s-indacen-4-yl)urea Sodium Salt